C(C1=CC=CC=C1)(=O)N1C(N(C=C(C1=O)Br)C=1N=C(OC1C1=CC(=C(C=C1)Cl)F)C1=CC(=CC=C1)C)=O 3-Benzoyl-5-bromo-1-[5-(4-chloro-3-fluorophenyl)-2-(3-methylphenyl)-1,3-oxazol-4-yl]-1,2,3,4-tetrahydropyrimidine-2,4-dione